2-(4-chloro-1-isopropyl-1H-pyrazol-5-yl)-4-(4-(1-isopropyl-4-(trifluoromethyl)-1H-imidazol-2-yl)-3-methoxybenzyl)-6,7-dihydropyrazolo[1,5-a]pyrimidin-5(4H)-one ClC=1C=NN(C1C1=NN2C(N(C(CC2)=O)CC2=CC(=C(C=C2)C=2N(C=C(N2)C(F)(F)F)C(C)C)OC)=C1)C(C)C